phenethyl acetate (PHENETHYL ACETATE) C(CC1=CC=CC=C1)CC(=O)O.C(C)(=O)OCCC1=CC=CC=C1